(1R,2R,3aS,10aR)-1-[(1E,3S)-6-cyclopropyl-3-hydroxy-1-hexen-1-yl]-2-hydroxy-2,3,3a,9,10,10a-hexahydro-1H-benzo[b]cyclopenta[f]oxepin-6-carboxylic acid C1(CC1)CCC[C@@H](/C=C/[C@H]1[C@@H](C[C@H]2[C@@H]1CCC1=C(O2)C=C(C=C1)C(=O)O)O)O